(S)-N-(1-(4-(1-naphthoyl)piperazin-1-yl)-6-acrylamido-1-oxohexan-2-yl)cyclohexanecarboxamide C1(=CC=CC2=CC=CC=C12)C(=O)N1CCN(CC1)C([C@H](CCCCNC(C=C)=O)NC(=O)C1CCCCC1)=O